C(C1=CC(OC)=C(O)C=C1)C(C)=O vanillyl-ethanone